ClC1=NC=C(C(=C1)N1C[C@@H](CC1)NC(OC(C)(C)C)=O)C=1C=NN(C1)C1CCOCC1 tert-butyl (R)-(1-(2-chloro-5-(1-(tetrahydro-2H-pyran-4-yl)-1H-pyrazol-4-yl)pyridin-4-yl)pyrrolidin-3-yl)carbamate